5-(9-(1-(4-amino-5-methoxy-2-(1-methyl-1H-pyrazol-4-yl)phenyl)piperidin-4-yl)-3,9-diazaspiro[5.5]undec-3-yl)-2-(2,6-dioxopiperidin-3-yl)isoindole-1,3-dione NC1=CC(=C(C=C1OC)N1CCC(CC1)N1CCC2(CCN(CC2)C=2C=C3C(N(C(C3=CC2)=O)C2C(NC(CC2)=O)=O)=O)CC1)C=1C=NN(C1)C